(RS)-2-(2,4-dichloro-m-tolyloxy)propanenitrile ClC1=C(C=CC(=C1O[C@@H](C#N)C)Cl)C |r|